methyl (2-((4-chloro-2',3',4',5',6,6'-hexafluoro-[1,1'-biphenyl]-3-yl) oxy) propanoyl)-L-prolinate ClC1=C(C=C(C(=C1)F)C1=C(C(=C(C(=C1F)F)F)F)F)OC(C(=O)N1[C@@H](CCC1)C(=O)OC)C